ClC1=NN(C=C1NC(C(C)(S(=O)(=O)C)C)=O)C=1C=NC=CC1 N-(3-chloro-1-(pyridin-3-yl)-1H-pyrazol-4-yl)-2-methyl-2-(methylsulfonyl)propanamide